tert-butyl N-[(1S,2S)-2-aminocyclopentyl]carbamate N[C@@H]1[C@H](CCC1)NC(OC(C)(C)C)=O